tridecyl hentriacontanoate C(CCCCCCCCCCCCCCCCCCCCCCCCCCCCCC)(=O)OCCCCCCCCCCCCC